Sulfopropyl-propionate S(=O)(=O)(O)CCCOC(CC)=O